ClC=1C=2N(C=C(C1)C)C=C(N2)C2=CC=CC=C2 8-chloro-6-methyl-2-phenylimidazo[1,2-a]pyridine